((benzyloxy)carbonyl)-D-serine benzyl ester C(C1=CC=CC=C1)OC([C@H](NC(=O)OCC1=CC=CC=C1)CO)=O